3-methyl-2-(pentan-3-yl)benzo[4,5]imidazo[1,2-a]pyrimidin-4(10H)-one CC1=C(N=C2N(C1=O)C1=C(N2)C=CC=C1)C(CC)CC